(E)-benzaldehyde O-(1-methyl-3-(trifluoromethyl)-1H-pyrazole-4-carbonyl) oxime CN1N=C(C(=C1)C(=O)O\N=C\C1=CC=CC=C1)C(F)(F)F